(alpha-bromo-butyryl)-8-hydroxy-quinolone BrC(C(=O)C=1C(NC2=C(C=CC=C2C1)O)=O)CC